2,6-di-tert-butyl-4-methylphenolate C(C)(C)(C)C1=C(C(=CC(=C1)C)C(C)(C)C)[O-]